Cl.C1(CC1)C(=O)NC1=CC(=C(N=N1)C(=O)NC([2H])([2H])[2H])NC1=C(C(=CC=C1)C1=NN(C=N1)C)OC 6-(cyclopropanecarboxamido)-4-((2-methoxy-3-(1-methyl-1H-1,2,4-triazol-3-yl)phenyl)amino)-N-(methyl-d3)pyridazine-3-carboxamide HCl salt